O=C(C)CC=CCC 2-oxohept-4-ene